FC(S(=O)(=O)OC=1C=CC=C2C(=NN(C12)CCCC(F)(F)F)Br)(F)F [3-bromo-1-(4,4,4-trifluorobutyl)indazol-7-yl] trifluoromethanesulfonate